2-[(3S)-1-[(1r,4r)-4-{[2-(2,6-dioxopiperidin-3-yl)-1,3-dioxo-2,3-dihydro-1H-isoindol-4-yl]amino}cyclohexanecarbonyl]pyrrolidin-3-yl]acetic acid O=C1NC(CCC1N1C(C2=CC=CC(=C2C1=O)NC1CCC(CC1)C(=O)N1C[C@@H](CC1)CC(=O)O)=O)=O